FC=1C(=CC2=C(C=CO2)C1)COC1=CC=CC(=N1)C1CCN(CC1)CC1=NC2=C(N1C[C@H]1OCC1)C=C(C=C2)C(=O)O (S)-2-((4-(6-((5-fluorobenzofuran-6-yl)methoxy)pyridin-2-yl)piperidine-1-yl)methyl)-1-(oxetan-2-ylmethyl)-1H-benzo[d]imidazole-6-carboxylic acid